N[C@@H]1[C@H]([C@@H](O[C@@H]([C@@H]1O)CO)C1=NC(=NN1C1=C(C=CC(=C1)Cl)C(F)(F)F)C)O 1-[5-(3-Amino-3-deoxy-β-D-galactopyranosyl)-3-methyl-1H-1,2,4-triazol-1-yl]-5-chloro-2-(trifluoromethyl)benzene